N1N=CC(=C1)CN1C=2N(C3=CC=C(C=C3C1=O)S(=O)(=O)NC1(CC1)C)[C@@H](CN2)C (R)-4-((1H-pyrazol-4-yl)meth-yl)-1-methyl-N-(1-methyl-cyclopropyl)-5-oxo-1,2,4,5-tetrahydroimidazo[1,2-a]-quinazoline-7-sulfonamide